2-(((1R)-1-(2-cyano-7-methyl-3-((1-(pyridin-3-yl)ethyl)amino)quinoxalin-5-yl)ethyl)amino)benzoic acid C(#N)C1=NC2=CC(=CC(=C2N=C1NC(C)C=1C=NC=CC1)[C@@H](C)NC1=C(C(=O)O)C=CC=C1)C